O[C@@]1(C(N(CC1)C)=O)C1=CC(=NO1)C=1C=C(C=CC1)N1N=C(C2=CC(=CC=C12)OC)C(=O)N (R)-1-(3-(5-(3-hydroxy-1-methyl-2-oxopyrrolidin-3-yl)isoxazol-3-yl)phenyl)-5-methoxy-1H-indazole-3-carboxamide